6-(methylsulfonyl)-2H-benzo[b][1,4]Oxazin-3(4H)-one CS(=O)(=O)C1=CC2=C(OCC(N2)=O)C=C1